FC1=CC2=C(NC(=N2)C)C(=C1OC1=CC=C2N=CC(=NC2=C1)C=1C=NN(C1)CC1(CC1)O)F 1-((4-(7-((5,7-difluoro-2-methyl-1H-benzo[d]imidazol-6-yl)oxy)quinoxalin-2-yl)-1H-pyrazol-1-yl)methyl)cyclopropanol